3-(2-methyl-2-propenyl)salicylhydroxamic acid CC(CC1=C(C(C(=O)NO)=CC=C1)O)=C